[Ga]=[Se].[In].[Al].[Cu] copper aluminum indium gallium selenide